N1(CCC1)C1=C(C(=O)NC2=C(C=C(C(=C2)C(=O)N2CCC(CC2)(F)C2=CC=C(C=C2)C#N)C)C)C=CC=N1 (azetidin-1-yl)-N-(5-(4-(4-cyanophenyl)-4-fluoropiperidine-1-carbonyl)-2,4-dimethylphenyl)nicotinamide